OC[C@H]1N(C[C@@H]([C@H]([C@@H]1O)O)O)C[C@@H]1CN(CC1)C=1C=NC=CC1C(F)(F)F (2R,3R,4R,5S)-2-(hydroxymethyl)-1-(((R)-1-(4-(trifluoromethyl)pyridin-3-yl)pyrrolidin-3-yl)methyl)piperidine-3,4,5-triol